C(C)(=O)N1CCN(CC1)C=1C=C(C(=O)NC[C@@H](O)C2N=CC3=CC(=CC=C3C2)OCC2=C(N=CO2)C)C=C(N1)NC1CCC1 3-((R)-2-(2-(4-acetylpiperazin-1-yl)-6-(cyclobutylamino)isonicotinamido)-1-hydroxyethyl)-7-((4-methyloxazol-5-yl)methoxy)-3,4-dihydroisoquinoline